C1(C=CC(N1C1=CC=C(C=C1)C(=O)C1=CC=C(C=C1)N1C(C=CC1=O)=O)=O)=O Bis(4-maleimidophenyl)keton